N-(7-(ethylamino)-8-methyl-3H-phenoxazin-3-ylidene)-2-(2-(2-methoxyethoxy)ethoxy)-N-(2-(2-(2-methoxyethoxy)ethoxy)ethyl)ethan-1-aminium C(C)NC=1C=C2OC3=CC(C=CC3=NC2=CC1C)=[N+](CCOCCOCCOC)CCOCCOCCOC